C(C1=CC=CC=C1)OC=1C(=NC(=C(C(=O)NC)C1)C)Cl (benzyloxy)-6-chloro-N,2-dimethylnicotinamide